C(C1=CC=CC=C1)NC(=O)N1N(CC(N2C1[C@@H](N(C([C@@H]2CC2=CC=C(C=C2)O)=O)CC2=CC=CC1=CC=CC=C21)C)=O)C (6S,9S)-N-benzyl-6-(4-hydroxybenzyl)-2,9-dimethyl-8-(naphthalen-1-ylmethyl)-4,7-dioxooctahydro-1H-pyrazino[2,1-c][1,2,4]triazine-1-carboxamide